6-chloro-4-((4-cyclopropyl-2-(N-methylmethylsulfonylamino)phenyl)amino)-N-ethoxynicotinamide ClC1=NC=C(C(=O)NOCC)C(=C1)NC1=C(C=C(C=C1)C1CC1)N(C)S(=O)(=O)C